4-(3,4-dichlorophenyl)-3,4-dihydronaphthalene ClC=1C=C(C=CC1Cl)C1CC=CC2=CC=CC=C12